C(C1=CC=CC=C1)OC=1C(=NC=CC1)C(=O)NC=1C=NC=CC1 3-benzyloxy-N-(pyridin-3-yl)pyridine-2-carboxamide